1-amino-N-isopropyl-1H-imidazole-2-carboxamide NN1C(=NC=C1)C(=O)NC(C)C